bis(isopropyl)cyclopentadienyldihydridotungsten C(C)(C)[WH2](C1C=CC=C1)C(C)C